5-methyl-7-(methylsulfonyl)-3,5,6,7,8,9-hexahydro-4H-pyrido[4',3':4,5]pyrrolo[2,3-d]pyridazin-4-one CN1C2=C(C3=C1C(NN=C3)=O)CCN(C2)S(=O)(=O)C